NC1=C(C(=NN1C1CC(C1)(C)O)C1=CC=C2C(=CC(=NC2=C1)C1=CC=CC=C1)OC)C(=O)N 5-amino-1-((1s,3s)-3-hydroxy-3-methylcyclobutyl)-3-(4-methoxy-2-phenylquinolin-7-yl)-1H-pyrazole-4-carboxamide